CC1=NN2C(N=CC=C2C2CN(CCC2)C(=O)C=2C=C3C=CC(NC3=CC2)=O)=N1 6-[(3-{methyl-[1,2,4]triazolo[1,5-a]pyrimidin-7-yl}piperidin-1-yl)carbonyl]quinolone